C(=O)(O)CC1(COC1)C(=O)O 3-(carboxymethyl)oxetane-3-carboxylic acid